ClC=1C=C(C=C(C1)Cl)C1=NC(=CC(=N1)CN1CCC(CC1)CCC(=O)N)OC=1C=NC(=CC1)N1CCNCC1 ((1-((2-(3,5-dichlorophenyl)-6-((6-(piperazin-1-yl)pyridin-3-yl)oxy)pyrimidin-4-yl)methyl)piperidin-4-yl)methyl)acetamide